CC1(CCC=2C1=NC1=C(C2NC(=O)N=[S@](=O)(N)C=2SC=C(C2)C(C)(C)O)CCC1)C (R)-N'-((3,3-dimethyl-1,2,3,5,6,7-hexahydrodicyclopenta[b,e]pyridin-8-yl)carbamoyl)-4-(2-hydroxypropan-2-yl)thiophene-2-sulfonimidamide